7-{4-[5-({[(7-Cyclopentylpyrazolo[1,5-a]pyrimidin-6-yl)amino]carbonyl}amino)-3-methylpyridin-2-yl]-1H-1,2,3-triazol-1-yl}heptanoic acid C1(CCCC1)C1=C(C=NC=2N1N=CC2)NC(=O)NC=2C=C(C(=NC2)C=2N=NN(C2)CCCCCCC(=O)O)C